BrC1=CC=C(C=C1)C=1N=NN(N1)C 5-(4-bromophenyl)-2-methyl-2H-tetrazole